tert-butyl 2-{5-methyl-2-[trans-4-(trifluoromethyl)cyclohexyl]pyrazolo[1,5-a]pyrimidin-7-yl}-1,1-dioxo-1λ6-thiomorpholine-4-carboxylate CC1=NC=2N(C(=C1)C1CN(CCS1(=O)=O)C(=O)OC(C)(C)C)N=C(C2)[C@@H]2CC[C@H](CC2)C(F)(F)F